C(C)(C)(C)N(C(O)=O)N1CCC(CC1)CN1CCC2(CN(C2)C2=C(C=C(C=C2)C2C(NC(CC2)=O)=O)F)CC1.CO[Si](C1=CC=C(C=C1)C(=C)C)(OC)OC trimethoxy(4-isopropenylphenyl)silane tert-butyl-(4-((2-(4-(2,6-dioxopiperidin-3-yl)-2-fluorophenyl)-2,7-diazaspiro[3.5]nonan-7-yl)methyl)piperidin-1-yl)carbamate